3-[4-(12-hydroxy-dodecyloxy)-phenyl]-pyran OCCCCCCCCCCCCOC1=CC=C(C=C1)C=1COC=CC1